COC=1C=C(C=C(C1)OC)NC=1N=C2N(C=NC=C2C(=O)N)C1 ((3,5-dimethoxyphenyl)amino)imidazo[1,2-c]pyrimidine-8-amide